(cis)-3-[5-(5,5-dimethyl-1,3,2-dioxaborinan-2-yl)-7-(trifluoromethyl)-1H-1,3-benzodiazol-1-yl]-1-methylcyclobutan-1-ol CC1(COB(OC1)C1=CC2=C(N(C=N2)C2CC(C2)(O)C)C(=C1)C(F)(F)F)C